2-Hydroxy-4-acryloyloxy-5-tert-butylbenzophenone OC1=C(C(=O)C2=CC=CC=C2)C=C(C(=C1)OC(C=C)=O)C(C)(C)C